tert-butyl (1R,3R,4R)-3-(2-thienyl)-2-oxa-5-azabicyclo[2.2.1]heptane-5-carboxylate S1C(=CC=C1)[C@@H]1O[C@H]2CN([C@@H]1C2)C(=O)OC(C)(C)C